1-[(2S)-2-(3-methoxy-2-methyl-phenyl)pyrrolidin-1-yl]ethanone COC=1C(=C(C=CC1)[C@H]1N(CCC1)C(C)=O)C